4-(6-chloro-2-{[5-chloro-1-(1-methylcyclopropyl)-1H-pyrazol-4-yl]amino}quinazolin-7-yl)-1-methylpiperazin-2-one ClC=1C=C2C=NC(=NC2=CC1N1CC(N(CC1)C)=O)NC=1C=NN(C1Cl)C1(CC1)C